tert-butyl ((3R,5S,6R)-6-(((tert-butyldimethylsilyl)oxy)methyl)-5-fluorotetrahydro-2H-pyran-3-yl)carbamate [Si](C)(C)(C(C)(C)C)OC[C@@H]1[C@H](C[C@H](CO1)NC(OC(C)(C)C)=O)F